2-hydroxy-N-(4-hydroxybutyl)valeramide methyl-5-(2-fluoro-8-iodo-6-(methoxymethoxy)naphthalen-1-yl)pent-4-ynoate COC(CCC#CC1=C(C=CC2=CC(=CC(=C12)I)OCOC)F)=O.OC(C(=O)NCCCCO)CCC